2-dispiro[2.0.2.1]heptan-7-ylacetonitrile C1CC12C1(CC1)C2CC#N